COC1=C(C=CC=C1C1=NN(C=N1)C)NC1=NC(=NC=C1C(=O)NC)NC=1SC=CN1 4-((2-methoxy-3-(1-methyl-1H-1,2,4-triazol-3-yl)phenyl)amino)-N-methyl-2-(thiazol-2-ylamino)pyrimidine-5-carboxamide